(2-isocyano-5-fluoro-phenyl)-indole [N+](#[C-])C1=C(C=C(C=C1)F)C=1NC2=CC=CC=C2C1